ClC=1C=CC2=C(C(N=CC3N2C(=NC3)C)C3=C(C=CC=C3)F)C1 8-chloro-6-(2-fluorophenyl)-1-methyl-3a,6-dihydro-3H-benzo[f]imidazo[1,5-a][1,4]diazepine